ClC1=CC=C(C=C1)C1=CN=C(O1)[C@H](CCCNC(CF)=N)NC(=O)C=1C=C(C=CC1)C1=CC=C(C=C1)CO (S)-N-(1-(5-(4-Chlorophenyl)oxazol-2-yl)-4-(2-fluoroacetimidamido)butyl)-4'-(hydroxymethyl)-[1,1'-biphenyl]-3-carboxamide